OC1=C(C(=O)OCCCCCCCCCCCCCCC)C(=CC(=C1)O)CCC1=CC=C(C=C1)O pentadecyl 2,4-dihydroxy-6-(4-hydroxyphenethyl)benzoate